4-[[5-(4-hydroxy-1-piperidyl)-2-pyridyl]amino]-2-(3-isopropyl-phenyl)-6H-1,6-naphthyridin-5-one OC1CCN(CC1)C=1C=CC(=NC1)NC1=CC(=NC=2C=CNC(C12)=O)C1=CC(=CC=C1)C(C)C